C1(CCCCC1)N[C@H](CC1CCCCC1)C(=O)N1[C@@H](CN(CC1)C(=O)OC1=C(C=CC=C1)C#N)C(NCC=1SC=CC1)=O 2-cyanophenyl (3S)-4-(N,3-dicyclohexyl-D-alanyl)-3-[(thiophen-2-ylmethyl)carbamoyl]piperazine-1-carboxylate